C1(CCC1)OC1=CC=CC(=N1)C1=CC(=C(C(=C1)F)N1CC(C1)CC(=O)O)F 2-[1-[4-[6-(cyclobutoxy)-2-pyridyl]-2,6-difluoro-phenyl]azetidin-3-yl]acetic acid